COC1=NN(C=C1NC1=NC=C(C(=N1)C1=CNC2=C(C=CC=C12)NC(=O)[C@@H]1NCCC1)C)C (R)-N-(3-(2-((3-methoxy-1-methyl-1H-pyrazol-4-yl)amino)-5-methyl-pyrimidin-4-yl)-1H-indol-7-yl)pyrrolidine-2-carboxamide